1-(2-(benzo[d][1,3]dioxol-5-ylamino)-5-methylpyrimidin-4-yl)-N-(1-(3,5-dichloro-phenyl)-2-hydroxyethyl)-1H-pyrrole-3-carboxamide O1COC2=C1C=CC(=C2)NC2=NC=C(C(=N2)N2C=C(C=C2)C(=O)NC(CO)C2=CC(=CC(=C2)Cl)Cl)C